ClC1=CC=C2C(=CN=C(C2=C1)NC)S(=O)(=O)NC=1C(=NC(=C(C1)F)OCC(F)F)OC 7-chloro-N-[6-(2,2-difluoroethoxy)-5-fluoro-2-methoxy-3-pyridinyl]-1-(methylamino)isoquinoline-4-sulfonamide